(R)-8-(L-alanyl)-3-(2-((S)-4-(4-fluorophenyl)-2-methylpiperazin-1-yl)ethyl)-2,8-diazaspiro[4.5]decan-1-one N[C@@H](C)C(=O)N1CCC2(C[C@@H](NC2=O)CCN2[C@H](CN(CC2)C2=CC=C(C=C2)F)C)CC1